(3-Bromophenyl)(2-(2-fluoro-5-((6-fluoro-1-tosyl-4-vinyl-1H-indol-5-yl)oxy)phenyl)-1H-imidazol-5-yl)methanone BrC=1C=C(C=CC1)C(=O)C1=CN=C(N1)C1=C(C=CC(=C1)OC=1C(=C2C=CN(C2=CC1F)S(=O)(=O)C1=CC=C(C)C=C1)C=C)F